CN1C(CNCC1)C(C)(C)O 2-(1-methylpiperazin-2-yl)propan-2-ol